(S)-6-Chloro-1-(6-(3-methoxytetrahydrofuran-3-yl)-4-methylpyridin-2-yl)-1H-pyrazolo[4,3-c]pyridine ClC1=CC2=C(C=N1)C=NN2C2=NC(=CC(=C2)C)[C@@]2(COCC2)OC